OC1([C@H](CN(C[C@H]1C)C=1C=C(C(=NC1)C(F)(F)F)NC(C1=NC(=CC=C1)C=1C=NNC1)=O)C)C N-(5-((3S,4s,5R)-4-hydroxy-3,4,5-trimethylpiperidin-1-yl)-2-(trifluoromethyl)pyridin-3-yl)-6-(1H-pyrazol-4-yl)picolinamide